(+/-)-trans-N-(8-amino-6-(4-(2-hydroxy-2-methylpropyl)pyridin-3-yl)-2,7-naphthyridine-3-yl)-2-cyanocyclopropanecarboxamide NC=1N=C(C=C2C=C(N=CC12)NC(=O)[C@H]1[C@@H](C1)C#N)C=1C=NC=CC1CC(C)(C)O |r|